1-(cyclopropoyl)-4-[5-[(3,4-dihydro-4-oxo-1-phthalazinyl)methyl]-2-fluorobenzoyl]piperazine C1(CC1)C(=O)N1CCN(CC1)C(C1=C(C=CC(=C1)CC1=NNC(C2=CC=CC=C12)=O)F)=O